NC1=C(C(N(C2=CC(=CC=C12)I)C=1C(=NC(=CC1)N)C)=O)C(=O)OC methyl 4-amino-1-(6-amino-2-methylpyridin-3-yl)-7-iodo-2-oxo-1,2-dihydroquinoline-3-carboxylate